ClC=1C2=C(N=CN1)NC(C21CCC1)=O 4'-chlorospiro[cyclobutane-1,5'-pyrrolo[2,3-d]pyrimidin]-6'(7'H)-one